ClC1=NC=C(C=C1CC(C(=O)O)(F)F)F 2-chloro-α,α,5-trifluoro-3-pyridinepropionic acid